[Pt].C[Si](O[Si](C=C)(C=C)C)(C)C Tetramethyl-divinyl-disiloxane platinum